tris(9-carbazolyl)-triphenylamine C1=CC=CC=2C3=CC=CC=C3N(C12)C1=C(C(=C(C=C1)N(C1=CC=CC=C1)C1=CC=CC=C1)N1C2=CC=CC=C2C=2C=CC=CC12)N1C2=CC=CC=C2C=2C=CC=CC12